methyl 4-{5-fluoro-3-[(3-fluoro-5-methanesulfonylphenyl) methoxy]pyridin-2-yl}-5-methylthiophene-2-carboxylate FC=1C=C(C(=NC1)C=1C=C(SC1C)C(=O)OC)OCC1=CC(=CC(=C1)S(=O)(=O)C)F